ClC=1C(=C(C#N)C=C(C1)C(C)(C)C1=CC=C(C=C1)C#CC=1C=NC(=NC1)N=S1(CCCC1)=O)OCC1OC1 3-chloro-5-(2-(4-((2-((1-oxidotetrahydro-1λ6-thiophen-1-ylidene)amino)pyrimidin-5-yl)ethynyl)phenyl)propan-2-yl)-2-(oxiran-2-ylmethoxy)benzonitrile